ClC=1C=C(CNC2=C3N=CN(C3=NC=N2)C[C@@H]2SC[C@H]([C@H]2O)O)C=CC1 (2S,3R,4S)-2-((6-((3-chlorobenzyl)amino)-9H-purin-9-yl)methyl)tetrahydrothiophene-3,4-diol